tert-butyl 4-(tert-butylcarbamoyl)-5-(3-iodo-1H-pyrrol-2-yl)-1H-indole-1-carboxylate C(C)(C)(C)NC(=O)C1=C2C=CN(C2=CC=C1C=1NC=CC1I)C(=O)OC(C)(C)C